N1(CCOCC1)SC=1SC2=C(N1)C=CC=C2 2-(morpholinyl-thio)benzothiazole